The molecule is the S-(2,3-didehydropimeloyl) derivative of coenzyme A. It is a 2-enoyl-CoA and a monounsaturated fatty acyl-CoA. It derives from a hept-2-enedioic acid and a pimeloyl-CoA. It is a conjugate acid of a 2,3-didehydropimeloyl-CoA(5-). CC(C)(COP(=O)(O)OP(=O)(O)OC[C@@H]1[C@H]([C@H]([C@@H](O1)N2C=NC3=C(N=CN=C32)N)O)OP(=O)(O)O)[C@H](C(=O)NCCC(=O)NCCSC(=O)/C=C/CCCC(=O)O)O